5-fluoro-4-[3-(3-oxomorpholin-4-yl)phenyl]pyrimidin FC=1C(=NC=NC1)C1=CC(=CC=C1)N1C(COCC1)=O